tert-butyl-(1-(4-methylbenzyl)-3-(1-(2-(pyridin-2-yl)acetamido)-3-(p-tolyl)propan-2-yl)-1,3-dihydro-2H-benzo[d]imidazol-2-ylidene)carbamate C(C)(C)(C)OC(N=C1N(C2=C(N1CC1=CC=C(C=C1)C)C=CC=C2)C(CNC(CC2=NC=CC=C2)=O)CC2=CC=C(C=C2)C)=O